tert-butyl (1R,5S)-3-(4-cyano-6-(((2R,7aS)-2-fluorotetrahydro-1H-pyrrolizin-7a(5H)-yl)methoxy)-1,3,5-triazin-2-yl)-3,8-diazabicyclo[3.2.1]octane-8-carboxylate C(#N)C1=NC(=NC(=N1)OC[C@]12CCCN2C[C@@H](C1)F)N1C[C@H]2CC[C@@H](C1)N2C(=O)OC(C)(C)C